5-[6-(cyclopropylamino)-2-fluoropyridin-3-yl]-N-[(3S)-2-oxo-5-phenyl-1,3-dihydro-1,4-benzodiazepine-3-yl]-1-propan-2-ylpyrazole-4-carboxamide C1(CC1)NC1=CC=C(C(=N1)F)C1=C(C=NN1C(C)C)C(=O)N[C@@H]1C(NC2=C(C(=N1)C1=CC=CC=C1)C=CC=C2)=O